C(C)(C)(C)OC(=O)N1CCC(CC1)OC1=NC(=CC=C1)Br 4-((6-Bromopyridin-2-yl)oxy)piperidine-1-carboxylic acid tert-butyl ester